Z-7,11-hexadecdienol C(CCCCC\C=C/CCC=CCCCC)O